(R)-ethyl 2-((2S,5R,6S)-2-benzyl-5,6-bis(4-chlorophenyl)-3-oxomorpholino)pentanoate C(C1=CC=CC=C1)[C@@H]1O[C@H]([C@H](N(C1=O)[C@@H](C(=O)OCC)CCC)C1=CC=C(C=C1)Cl)C1=CC=C(C=C1)Cl